5-chloro-3-(trifluoromethyl)pyridine-2-carbonitrile ClC=1C=C(C(=NC1)C#N)C(F)(F)F